(R)-3-((6-Methoxyquinolin-4-yl)amino)pyrrolidine-1-carboxylic acid tert-butyl ester C(C)(C)(C)OC(=O)N1C[C@@H](CC1)NC1=CC=NC2=CC=C(C=C12)OC